(E)-1,3-dipropyl-7-methyl-8-(3,4-dimethoxystyryl)xanthine C(CC)N1C(=O)N(C=2N=C(N(C2C1=O)C)\C=C\C1=CC(=C(C=C1)OC)OC)CCC